10-methoxypyrazolo[5,1-a]isoquinoline-5-carbonitrile COC=1C=CC=C2C=C(N3C(C12)=CC=N3)C#N